CNC(=O)C1=CC=C(C=C1)C=1N=C2SC3=C(N2C1)C=CC(=C3)C(=O)NCC3CN(CC3)C 2-(4-(methylcarbamoyl)phenyl)-N-((1-methylpyrrolidin-3-yl)methyl)benzo[d]imidazo[2,1-b]thiazole-7-carboxamide